FC(C(=O)O)(F)F.C1(CC1)NC1=CC(=NC=2N1N=CC2C#N)NC2=CC(=C(C=C2)C=2CNCCC2)CS(=O)(=O)C 7-(cyclopropylamino)-5-((3-((methylsulfonyl)methyl)-4-(1,2,5,6-tetrahydropyridin-3-yl)phenyl)amino)pyrazolo[1,5-a]pyrimidine-3-carbonitrile monotrifluoroacetic acid salt